C(C)OC(=O)CCCOCCOCCOCCNC 5,8,11-trioxa-2-aza-tetradecane-14-carboxylic acid ethyl ester